N-(1-(methylsulfonyl)piperidin-4-yl)-5-(pyrrolidin-1-yl)-2,6-naphthyridin-3-amine CS(=O)(=O)N1CCC(CC1)NC=1N=CC2=CC=NC(=C2C1)N1CCCC1